Cl.ClC1=CC=C(S1)C=1C=C(C=CC1)C[C@H](C(=O)O)[C@@H]1CNCC1 (2S)-3-[3-(5-Chlorothiophen-2-yl)phenyl]-2-[(3R)-pyrrolidin-3-yl]propanoic acid hydrochloride